ClC1=C(N=C(NC1=O)C1=CC=NC=C1)N1CCNCCC1 5-chloro-4-(1,4-diazepan-1-yl)-2-(4-pyridinyl)-1H-pyrimidin-6-one